(S)-N-(2-(2-cyano-4,4-difluoropyrrolidin-1-yl)-2-oxoethyl)-6-(4-methoxy-2-(3-(piperazin-1-yl)propoxy)phenyl)quinoline-4-carboxamide 2,2,2-trifluoroacetate FC(C(=O)O)(F)F.C(#N)[C@H]1N(CC(C1)(F)F)C(CNC(=O)C1=CC=NC2=CC=C(C=C12)C1=C(C=C(C=C1)OC)OCCCN1CCNCC1)=O